8-methyl-1-nonanol CC(CCCCCCCO)C